5-(chloromethyl)-9-ethyl-6-fluoro-2-methyl-2,9-dihydro-3H-pyridazino[3,4,5-de]quinazolin-3,8(7H)-dione ClCC=1C=C2C=3C(N(C(NC3C1F)=O)CC)=NN(C2=O)C